COC(CC1CCN(CC1)C([C@H](CC(C)C)N1C([C@@H](N(CC1)S(=O)(=O)C1=C(C=CC=C1)[N+](=O)[O-])CC(C)C)=O)=O)=O (1-{(S)-2-[(S)-3-isobutyl-4-(o-nitrophenylsulfonyl)-2-oxo-1-piperazinyl]-4-methylpentanoyl}-4-piperidinyl)acetic acid methyl ester